O1CCOC12CCC(CC2)NC2=C1C=C(N(C1=CC=C2)CC(F)(F)F)C#CCNC2=C(C=C(C=C2)S(=O)(=O)N)OC 4-({3-[4-({1,4-dioxaspiro[4.5]decan-8-yl}amino)-1-(2,2,2-trifluoroethyl)-1H-indol-2-yl]prop-2-yn-1-yl}amino)-3-methoxybenzene-1-sulfonamide